[Na+].S(=O)(=O)([O-])[O-].C(CCCCCCCCCCCCCCCCCCCCC)OCCCCCCCCCCCCCCCCCCCCCC.[Na+] behenyl ether sulfate sodium salt